(piperidin-1-yl)pyrazine-2-carboxamide N1(CCCCC1)C=1C(=NC=CN1)C(=O)N